2,2'-methylene-bis(4,6-di-t-butylphenyl) phosphate P1(=O)(OC2=C(C=C(C=C2C(C)(C)C)C(C)(C)C)CC2=C(C(=CC(=C2)C(C)(C)C)C(C)(C)C)O1)[O-]